6-[1-(azetidin-3-yl)pyrazol-4-yl]-2-[(2S)-2-methylazetidin-1-yl]-4-(trifluoromethyl)pyridine-3-carbonitrile N1CC(C1)N1N=CC(=C1)C1=CC(=C(C(=N1)N1[C@H](CC1)C)C#N)C(F)(F)F